6-((4-(2-hydroxypropan-2-yl)-4-phenethylpiperidin-1-yl)methyl)-1,4-dihydro-2H-benzo[d][1,3]oxazin-2-one citrate C(CC(O)(C(=O)O)CC(=O)O)(=O)O.OC(C)(C)C1(CCN(CC1)CC1=CC2=C(NC(OC2)=O)C=C1)CCC1=CC=CC=C1